S1C2=C(C=C1C=NN=C1N=C3/C(=C/N4C1=CC=C4)/C=CC=C3)C=CC=C2 (S,E)-11-[2-(Benzo[b]thiophenylmethylene)hydrazono]-pyrrolo[2,1-c][1,4]Benzodiazepine